isooctyltriethoxysilaneOxysilane C(CCCCC(C)C)[SiH2]O[Si](OCC)(OCC)OCC